(3-{6-oxo-4-[5-(trifluoromethyl)pyridin-2-yl]-1,6-dihydropyrimidin-2-yl}-4-(trifluoromethyl)benzyl)butanamide O=C1C=C(N=C(N1)C=1C=C(CC(C(=O)N)CC)C=CC1C(F)(F)F)C1=NC=C(C=C1)C(F)(F)F